8-chloro-1-(2,6-dichlorophenyl)-2-methyl-5-vinyl-1,6-naphthyridin-4(1H)-one ClC=1C=NC(=C2C(C=C(N(C12)C1=C(C=CC=C1Cl)Cl)C)=O)C=C